2-(1-(1-(3-isopropyl-1,2,4-oxadiazol-5-yl)piperidin-4-yl)ethoxy)-6-(3-(trifluoromethyl)pyridin-4-yl)imidazo[2,1-b][1,3,4]thiadiazole C(C)(C)C1=NOC(=N1)N1CCC(CC1)C(C)OC1=NN2C(S1)=NC(=C2)C2=C(C=NC=C2)C(F)(F)F